FCCNC1=CC(=NC=C1I)N N4-(2-fluoroethyl)-5-iodopyridin-2,4-diamine